2-(4-(((1-((6-chloropyridin-3-yl)amino)isoquinolin-6-yl)oxy)methyl)-1H-pyrazol-1-yl)acetonitrile ClC1=CC=C(C=N1)NC1=NC=CC2=CC(=CC=C12)OCC=1C=NN(C1)CC#N